COC=1C=C(C[C@@H]2[C@@H]([C@H](OC2)C2=CC=CC=C2)COC(=O)C2CCCC2)C=CC1OC cyclopentanecarboxylic acid ((2S,3R,4R)-4-(3,4-dimethoxybenzyl)-2-phenyl-tetrahydrofuran-3-yl)methyl ester